CC1=NC(=CC(=N1)NC1=NN2C(C=C(C=C2)C2=C(C=NC(=C2)C#CC)NC(OC(C)(C)C)=O)=C1)C Tert-butyl (4-(2-((2,6-dimethylpyrimidin-4-yl)amino)pyrazolo[1,5-a]pyridin-5-yl)-6-(prop-1-yn-1-yl)pyridin-3-yl)carbamate